N-[(1S)-1-[5-(2-methoxyquinolin-3-yl)-1H-imidazol-2-yl]-7-(1,3-oxazol-2-yl)-7-oxoheptyl]-4,5,6,7-tetrahydropyrazolo[1,5-a]pyridine-2-carboxamide COC1=NC2=CC=CC=C2C=C1C1=CN=C(N1)[C@H](CCCCCC(=O)C=1OC=CN1)NC(=O)C1=NN2C(CCCC2)=C1